2-(4-(6-((4-cyano-2-fluorobenzyl)oxy)pyridin-2-yl)-2,5-difluorobenzyl)-1-((3R,4S)-4-methoxy-4-methyltetrahydrofuran-3-yl)-1H-benzo[d]imidazole-6-carboxylic acid C(#N)C1=CC(=C(COC2=CC=CC(=N2)C2=CC(=C(CC3=NC4=C(N3[C@@H]3COC[C@@]3(C)OC)C=C(C=C4)C(=O)O)C=C2F)F)C=C1)F